tert-Butyl 4-(7-methyl-2,3-dihydrobenzo[b][1,4]dioxin-6-yl-2,2,3,3-d4)-3,6-dihydropyridine-1(2H)-carboxylate CC=1C(=CC2=C(OC(C(O2)([2H])[2H])([2H])[2H])C1)C=1CCN(CC1)C(=O)OC(C)(C)C